benzotriazole isopropylamine salt C(C)(C)N.N1N=NC2=C1C=CC=C2